[Se](=O)(=O)([O-])F.[Ag+2].[Se](=O)(=O)([O-])F silver(II) fluoroselenate